C1(CC1)C=1C2=C(C(NC1)=O)N(C(=C2)CN2[C@@H](CNCC2)C(C)C)S(=O)(=O)C2=CC=C(C=C2)C 4-cyclopropyl-2-[[(2R)-2-isopropylpiperazin-1-yl]methyl]-1-(p-tolylsulfonyl)-6H-pyrrolo[2,3-c]pyridin-7-one